3-{2-[2-(2-{[2-(2,6-dioxopiperidin-3-yl)-1,3-dioxo-2,3-dihydro-1H-isoindol-4-yl]oxy}acetamido)ethoxy]ethoxy}propanamide O=C1NC(CCC1N1C(C2=CC=CC(=C2C1=O)OCC(=O)NCCOCCOCCC(=O)N)=O)=O